(2r,3s)-4-(tert-butoxycarbonyl)-2-methylmorpholine-3-carboxylic acid C(C)(C)(C)OC(=O)N1[C@@H]([C@H](OCC1)C)C(=O)O